O[C@]12C([C@H]3[C@H]4[C@@H]5CC[C@H]([C@@H](CCCC(C)C)C)[C@]5(CC[C@@H]4[C@]2(CCCC1)CO3)C)=O 7β,19-epoxy-5α-hydroxy-cholestan-6-one